S1C(=NC2=C1C=CC=C2)NC(=O)C=2C=CC=C1CCN(CC21)C2=CC=C(C(=N2)C(=O)OC(C)(C)C)C=2C(=C(OCC1CCN(CC1)CC(=O)O)C=CC2)C 2-[4-[[3-[6-[8-(1,3-benzothiazol-2-ylcarbamoyl)-3,4-dihydro-1H-isoquinolin-2-yl]-2-tert-butoxycarbonyl-3-pyridyl]-2-methyl-phenoxy]methyl]-1-piperidyl]acetic acid